dichloro(2-methoxyphenyl)silane Cl[SiH](C1=C(C=CC=C1)OC)Cl